(1S,2S)-N-(6-(((8-acetamido-6-cyclopropylimidazo[1,2-a]pyridin-2-yl)methyl)amino)pyrimidin-4-yl)-2-(3-chlorophenyl)cyclopropane-1-carboxamide C(C)(=O)NC=1C=2N(C=C(C1)C1CC1)C=C(N2)CNC2=CC(=NC=N2)NC(=O)[C@@H]2[C@H](C2)C2=CC(=CC=C2)Cl